3-methyl-2-(4-phenoxypiperidin-1-yl)-6,7-dihydro-5H-pyrrolo[3,4-b]pyridine CC=1C=C2C(=NC1N1CCC(CC1)OC1=CC=CC=C1)CNC2